2-((S)-pyrrolidin-3-yl)butyric acid hydrobromide Br.N1C[C@@H](CC1)C(C(=O)O)CC